Ethyl 2-(4-chlorophenyl)-3-oxobutanoate ClC1=CC=C(C=C1)C(C(=O)OCC)C(C)=O